FC=1C=C(CN2C(\C(\C3=CC=CC=C23)=C/C=2NC(=CC2C)C)=O)C=CC1 (Z)-1-(3-fluorobenzyl)-3-((3,5-dimethyl-1H-pyrrol-2-yl)methylene)-2-indolone